Cl.C1(CC1)C1=CC(=NN1)NC1=NC(=NC2=CC=C(C=C12)C#CC(=O)N1CCC(CC1)C(F)(F)F)C(=O)N1C[C@H](NCC1)C (R)-3-(4-((5-cyclopropyl-1H-pyrazol-3-yl)amino)-2-(3-methylpiperazine-1-carbonyl)quinazolin-6-yl)-1-(4-(trifluoromethyl)piperidin-1-yl)prop-2-yn-1-one hydrochloride